COCCN1CC=2C=NC=CC2C1=O 2-(2-methoxyethyl)-2,3-dihydro-1H-pyrrolo[3,4-c]pyridin-1-one